(3-(3-hydroxy-3-methyl-2-oxoindolin-1-yl)benzyl)phthalazin-1(2H)-one OC1(C(N(C2=CC=CC=C12)C=1C=C(CN2C(C3=CC=CC=C3C=N2)=O)C=CC1)=O)C